((2-fluoro-5-methoxy-4-(piperazin-1-yl)phenyl)amino)piperidine-2,6-dione FC1=C(C=C(C(=C1)N1CCNCC1)OC)NN1C(CCCC1=O)=O